O[C@]1(C(N(CC1)C)=O)C1=NN(C(=C1)C=1C=C(C=CC1)C1=CC=CC(=N1)C(=O)N)C (S)-6-(3-(3-(3-hydroxy-1-methyl-2-oxopyrrolidin-3-yl)-1-methyl-1H-pyrazol-5-yl)phenyl)picolinamide